7-bromo-5-fluoro-2,3-dihydro-1H-indene-4-carboxylic acid methyl ester COC(=O)C=1C=2CCCC2C(=CC1F)Br